C(C=CCCC(C)C)=O Isooctenal